FC(C=1C=C(C=CC1)C12CC(C1)(C2)NC(OC(C)(C)C)=O)(F)F tert-butyl (3-(3-(trifluoromethyl)phenyl)bicyclo[1.1.1]pentan-1-yl)carbamate